FC=1C(=NC=CC1)N1C=NC(=C1)C(C)=O 1-(1-(3-fluoropyridin-2-yl)-1H-imidazol-4-yl)ethan-1-one